(R)-4'-chloro-3'-methylspiro[cyclohexane-1,1'-inden]-3-one ClC1=C2C(=C[C@]3(C2=CC=C1)CC(CCC3)=O)C